COC(C)(C)C=1SC(=CN1)S(=O)N 2-(2-methoxypropan-2-yl)thiazole-5-sulfinamide